6-(1-(2-Fluoroacryloyl)piperidin-4-yl)-2-(4-phenoxyphenyl)nicotinamide FC(C(=O)N1CCC(CC1)C1=NC(=C(C(=O)N)C=C1)C1=CC=C(C=C1)OC1=CC=CC=C1)=C